N-((7-(1-(4-Chlorobenzyl)piperidin-3-yl)-2-methylpyrazolo[1,5-a]pyrimidin-3-yl)methyl)-2-morpholinoethan-1-amine ClC1=CC=C(CN2CC(CCC2)C2=CC=NC=3N2N=C(C3CNCCN3CCOCC3)C)C=C1